C(C)(C)(C)OC(N[C@@H]1C2=CC=CC=C2CC12CCN(CC2)C=2C1=C(N=CN2)C(=CS1)Br)=O (S)-(1'-(7-bromothieno[3,2-d]pyrimidin-4-yl)-1,3-dihydrospiro[inden-2,4'-piperidin]-1-yl)carbamic acid tert-butyl ester